C12NNC(CC1=O)C(C2)=O 2,3-diazabicyclo[2.2.2]octane-6,8-dione